2,4,6-tris{3'-(pyridin-3-yl)-5'-tert-butyl-1,1'-biphenyl-3-yl}-1,3,5-triazine N1=CC(=CC=C1)C=1C=C(C=C(C1)C(C)(C)C)C1=CC(=CC=C1)C1=NC(=NC(=N1)C=1C=C(C=CC1)C1=CC(=CC(=C1)C(C)(C)C)C=1C=NC=CC1)C=1C=C(C=CC1)C1=CC(=CC(=C1)C(C)(C)C)C=1C=NC=CC1